3-chloro-5-((1-((5-(3,4-difluorophenyl)-6-oxo-1,6-dihydropyridazin-3-yl)methyl)-6-oxo-4-(trifluoromethyl)-1,6-dihydropyrimidin-5-yl)oxy)benzonitrile ClC=1C=C(C#N)C=C(C1)OC1=C(N=CN(C1=O)CC1=NNC(C(=C1)C1=CC(=C(C=C1)F)F)=O)C(F)(F)F